tributyl-(pentafluoroethyl)tin C(CCC)[Sn](C(C(F)(F)F)(F)F)(CCCC)CCCC